bis-ethylene glycol C(COCCO)O